CCCC(C(CCCC=CCC)C(=O)O)C(O)=N dodeca-9-ene-4,5-dicarboxylic acid imide